(R)-2-((5-chloro-2-hydroxyphenyl)(1H-indol-2-yl)methyl)-6-(4-(4-(4-methylpiperazin-1-yl)piperidin-1-yl)phenyl)isoindolin-1-one ClC=1C=CC(=C(C1)[C@@H](N1C(C2=CC(=CC=C2C1)C1=CC=C(C=C1)N1CCC(CC1)N1CCN(CC1)C)=O)C=1NC2=CC=CC=C2C1)O